(E)-1-methyl-4-(1-methyl-4-(4-(2-(quinolin-3-yl)vinyl)benzamido)-1H-pyrrole-2-carboxamido)-N-(2-morpholinoethyl)-1H-pyrrole-2-carboxamide CN1C(=CC(=C1)NC(=O)C=1N(C=C(C1)NC(C1=CC=C(C=C1)\C=C\C=1C=NC2=CC=CC=C2C1)=O)C)C(=O)NCCN1CCOCC1